C(CCCCCCCCCCCCC)(=O)OCOC(CCCCCCCCCCCCC)=O methylene bis-myristate